COC(C1=CC(=C(C(=C1)[N+](=O)[O-])O)Br)=O 3-Bromo-4-hydroxy-5-nitro-benzoic acid methyl ester